C1(=CC=CC=C1)P(OP(OC1=C(C=C(C=C1)C(C)(C)C)C(C)(C)C)(OC1=C(C=C(C=C1)C(C)(C)C)C(C)(C)C)C1=CC=CC=C1)([O-])[O-] bis(2,4-di-tert-butylphenyl) bisphenyldiphosphite